7-(pyrimidin-4-ylamino)-3,4-dihydrobenzo[f][1,4]oxazepin-5(2H)-one N1=CN=C(C=C1)NC=1C=CC2=C(C(NCCO2)=O)C1